(E)-8-(3,7-Dimethylocta-2,6-dien-1-yl)-7-hydroxy-2,2-dimethyl-5-pentyl-4H-benzo[d][1,3]dioxin-4-one C\C(=C/CC1=C(C=C(C2=C1OC(OC2=O)(C)C)CCCCC)O)\CCC=C(C)C